FC(CO)(C1=C(C(=CC=C1)[C@@H](C)NC=1C2=C(N=C(N1)C)C=NC(=C2)P(=O)(C(C)C)C)F)F 2,2-difluoro-2-{2-fluoro-3-[(1R)-1-({2-methyl-6-[methyl(propan-2-yl)phosphoryl]pyrido[3,4-d]pyrimidin-4-yl}amino)ethyl]phenyl}ethan-1-ol